tert-butyl 2-((2-(3-((2-(2,6-dioxopiperidin-3-yl)-1-oxoisoindolin-5-yl)methyl)ureido)-4,5-difluorophenoxy)methyl)acrylate O=C1NC(CCC1N1C(C2=CC=C(C=C2C1)CNC(NC1=C(OCC(C(=O)OC(C)(C)C)=C)C=C(C(=C1)F)F)=O)=O)=O